C(C)N1[C@H](CCC1)CC1=CNC2=CC=C(C=C12)F (R)-3-((1-ethylpyrrolidin-2-yl)methyl)-5-fluoro-1H-indole